CC1=C(C=CC=C1)S(=O)(=O)N1N=C(C=C1)C(=O)NCC=1OC(=CN1)C 1-(2-methylbenzene-1-sulfonyl)-N-[(5-methyl-1,3-oxazol-2-yl)methyl]-1H-pyrazole-3-carboxamide